5-(3,3-Dimethyl-1,2,3,6-tetrahydropyridin-4-yl)-6-(4-fluorophenyl)isoindolin-1-one CC1(CNCC=C1C=1C=C2CNC(C2=CC1C1=CC=C(C=C1)F)=O)C